COC(C(CC#N)C1=CC(=NC=C1)OC)=O 3-cyano-2-(2-methoxypyridin-4-yl)propionic acid methyl ester